2-((3-methyl-4-(4,4,5,5-tetramethyl-1,3,2-dioxaborolan-2-yl)phenyl)amino)-2-oxo-1-(o-tolyl)ethyl acetate C(C)(=O)OC(C(=O)NC1=CC(=C(C=C1)B1OC(C(O1)(C)C)(C)C)C)C1=C(C=CC=C1)C